3,7-dimethyloct-3-yl acetate C(C)(=O)OC(CC)(CCCC(C)C)C